ClC1=C(C=CC=C1)[C@@H]1N(CC[C@@H](C1)C(F)(F)F)C(=O)N[C@@H](C)\C=C\S(=O)(=O)C (2R,4S)-2-(2-chlorophenyl)-N-((S,E)-4-(methylsulfonyl)but-3-en-2-yl)-4-(trifluoromethyl)piperidine-1-carboxamide